C(C)(=O)OCCCl 2-chloroethanol acetate